FC=1C=NN(C1)C1=CC=C(C=N1)[C@H](C)NC(=O)N1C[C@@H](N(CC1)C1=NC(=CC(=N1)C)NC1=NNC(=C1)C)C (S)-N-((S)-1-(6-(4-fluoro-1H-pyrazol-1-yl)pyridin-3-yl)ethyl)-3-methyl-4-(4-methyl-6-((5-methyl-1H-pyrazol-3-yl)amino)pyrimidin-2-yl)piperazine-1-carboxamide